phenethylammonium phenethylcarbamate salt C(CC1=CC=CC=C1)NC([O-])=O.C(CC1=CC=CC=C1)[NH3+]